FC1=CC=C(C=C1)C1=NC(=CC(=C1)C(CNC(OCC1=CC=CC=C1)=O)(C)C)OC1[C@@H]2CN(C[C@H]12)C(=O)C1=CC(=NN1C)C=1N=CSC1 benzyl (2-(2-(4-fluorophenyl)-6-(((1R,5S,6s)-3-(1-methyl-3-(thiazol-4-yl)-1H-pyrazole-5-carbonyl)-3-azabicyclo[3.1.0]hexan-6-yl)oxy)pyridin-4-yl)-2-methylpropyl)carbamate